(S)-N-(3,5-dichloro-4-(2,6-dioxopiperidin-3-yl)benzyl)-2-methyl-2-(5-methylpyrimidin-2-yl)propanamide ClC=1C=C(CNC(C(C)(C2=NC=C(C=N2)C)C)=O)C=C(C1[C@H]1C(NC(CC1)=O)=O)Cl